(E)-1-(2-methylbenzo[b]thiophen-4-yl)ethanone Oxime CC1=CC2=C(S1)C=CC=C2/C(/C)=N/O